2-bromo-4-cyclopropyl-benzoic acid BrC1=C(C(=O)O)C=CC(=C1)C1CC1